NC=1C(=NC(=NC1)NC(C)(C)C)NCC1CCN(CC1)C(=O)OC(C)(C)C tert-Butyl 4-(((5-amino-2-(tert-butylamino)pyrimidin-4-yl)amino)methyl)piperidine-1-carboxylate